(1-(cyclopropylsulfonyl)-1H-pyrazol-4-yl)-N-(4-(4-((dimethylamino)methyl)piperidin-1-yl)-5-((1-methyl-1H-pyrazol-4-yl)ethynyl)pyridin-2-yl)pyrimidin-4-amine C1(CC1)S(=O)(=O)N1N=CC(=C1)C1=NC=CC(=N1)NC1=NC=C(C(=C1)N1CCC(CC1)CN(C)C)C#CC=1C=NN(C1)C